methyl 1-amino-15-oxo-4,7,10-trioxa-14-azaoctadecan-18-oate NCCCOCCOCCOCCCNC(CCC(=O)OC)=O